C12OCC(C1)(C2)C2=NC(=CC(=N2)Cl)C 2-(2-oxabicyclo[2.1.1]hexan-4-yl)-4-chloro-6-methylpyrimidine